rac-(1r,2r,3s,4r,5s)-N-(2-fluoro-5-(trifluoromethyl)phenyl)-5-hydroxy-3-(3-(trifluoromethyl)phenyl)-7-oxabicyclo[2.2.1]heptane-2-carboxamide FC1=C(C=C(C=C1)C(F)(F)F)NC(=O)[C@H]1[C@H]2C[C@@H]([C@@H]([C@@H]1C1=CC(=CC=C1)C(F)(F)F)O2)O |r|